C(C)(C)(C)OC(=O)N1CCN(CC1)C(=O)C1CCC(CC1)C(=O)OCC1=CC=CC=C1.C(C)C1(COC1)COCC1=CC=C(C=C1)COCC1(COC1)CC 1,4-bis{[(3-ethyl-3-oxetanyl)methoxy]methyl}benzene tert-butyl-4-[(1r,4r)-4-[(benzyloxy)carbonyl]cyclohexanecarbonyl]piperazine-1-carboxylate